tert-butyl (S)-3-((5-chloro-3-ethyl-3H-imidazo[4,5-b]pyridin-7-yl)amino)pyrrolidine-1-carboxylate ClC1=CC(=C2C(=N1)N(C=N2)CC)N[C@@H]2CN(CC2)C(=O)OC(C)(C)C